FC=1C=C(N)C=C(C1OC1=C2C(=NC=C1)N(C=C2C2=CC=NN2C)COCC[Si](C)(C)C)F 3,5-difluoro-4-{[3-(1-methyl-1H-pyrazol-5-yl)-1-{[2-(trimethylsilyl)ethoxy]methyl}-1H-pyrrolo[2,3-b]pyridin-4-yl]oxy}aniline